CN1N=C(C2=CC=CC(=C12)SC)C(C)(C)NC(=O)C1[C@H]2CN(C[C@@H]12)C(=O)OC(C)(C)C tert-butyl (1R,5S,6R)-6-((2-(1-methyl-7-(methylthio)-1H-indazol-3-yl)prop-2-yl)carbamoyl)-3-azabicyclo[3.1.0]hexane-3-carboxylate